(4aR,8aS)-6-[4-(4-Chloroisoindolin-2-yl)piperidine-1-carbonyl]-4,4a,5,7,8,8a-hexahydropyrido[4,3-b][1,4]oxazin-3-one ClC1=C2CN(CC2=CC=C1)C1CCN(CC1)C(=O)N1C[C@@H]2[C@@H](OCC(N2)=O)CC1